tert-butyl N-[2-(7H-purin-6-ylamino)ethyl]carbamate N1=CN=C2N=CNC2=C1NCCNC(OC(C)(C)C)=O